CC1(OC=2C=C(C=C(C2CC1)O)O)CCCC(CCCC(CCCC(C)C)C)C 2-Methyl-2-(4,8,12-trimethyltridecyl)-3,4-dihydrochromene-5,7-diol